(S)-2-Amino-3-(6-methoxy-7-methyl-2-oxo-1,2-dihydroquinolin-3-yl)propanamide N[C@H](C(=O)N)CC=1C(NC2=CC(=C(C=C2C1)OC)C)=O